N1CCC(CC1)N1C=CC2=CC(=CC=C12)OC=1N=C(C2=C(N1)C=NC=C2)O 2-(1-piperidin-4-ylindol-5-yl)oxypyrido[3,4-d]pyrimidin-4-ol